F[C@@H]1[C@H](C[C@@]2(C=C[C@H]1N2)C)N(C=2N=NC(=CN2)C2=C(C=C(C=C2)N2N=NC=C2)O)C 2-(3-(((1R,3S,4S,5R)-4-fluoro-1-methyl-8-azabicyclo[3.2.1]oct-6-en-3-yl)(methyl)amino)-1,2,4-triazin-6-yl)-5-(1H-1,2,3-triazol-1-yl)phenol